rac-tert-butyl (2R,4R)-2-(4-(2-(tert-butyl)phenyl)piperidine-1-carbonyl)-4-hydroxypyrrolidine-1-carboxylate C(C)(C)(C)C1=C(C=CC=C1)C1CCN(CC1)C(=O)[C@@H]1N(C[C@@H](C1)O)C(=O)OC(C)(C)C |r|